FC1=CC=C2C(=CNC2=C1)CCNC(CCNS(=O)(=O)C)=O N-(2-(6-fluoro-1H-indol-3-yl)ethyl)-3-(methylsulfonamido)propanamide